2-methyl-2-ethyl-4,7-dihydro-1,3-dioxepin CC1(OCC=CCO1)CC